C(C1=CC=CC=C1)OC(C1=C(C=CC=C1)N)=O 2-amino-benzoic acid benzyl ester